(R)-N-(2-((2-(dimethylamino)-ethyl)(methyl)-amino)-5-((6-(3-(3-(3,3-dimethyl-but-1-yn-1-yl)-phenyl)isoxazolidin-2-yl)pyrimidin-4-yl)amino)-4-methoxyphenyl)-acrylamide CN(CCN(C1=C(C=C(C(=C1)OC)NC1=NC=NC(=C1)N1OCC[C@@H]1C1=CC(=CC=C1)C#CC(C)(C)C)NC(C=C)=O)C)C